C(C)=C1CC2(CCCN2C1)CO (2-ethylidenetetrahydro-1H-pyrrolizin-7a(5H)-yl)methanol